N1=CC=CC2=CC=CC(=C12)N1C(C2=CC=CC=C2C(N1)=O)=O 2-(Quinolin-8-yl)-2,3-dihydrophthalazine-1,4-dione